NCC=1C=C(C=C(C(=O)O)C1)C(=O)O 5-(aminomethyl)isophthalic acid